((5-(4-cyclopropyl-4-hydroxypyridin-1-yl)pyridin-2-yl)amino)-4-(7-fluoroimidazo[1,2-a]pyridin-3-yl)isoindolin-1-one C1(CC1)C1(C=CN(C=C1)C=1C=CC(=NC1)NN1C(C2=CC=CC(=C2C1)C1=CN=C2N1C=CC(=C2)F)=O)O